(S)-5-methyl-N1-(1-(p-tolyl)ethyl)benzene-1,2-diamine CC1=CC=C(C(=C1)N[C@@H](C)C1=CC=C(C=C1)C)N